FC=1C(N(C=CC1)CC1=CC(=CC=C1)I)=O 3-fluoro-1-(3-iodobenzyl)pyridin-2(1H)-one